3-ethyl-4,4-difluoro-6,7-dihydro-5H-pyrazolo[1,5-a]pyridin-2-amine C(C)C=1C(=NN2C1C(CCC2)(F)F)N